(±)-tert-Butyl-N-[trans-3-(4-fluorophenoxy)cyclobutyl]-4-phenylpyrrolidine-3-carboxamide C(C)(C)(C)N1CC(C(C1)C1=CC=CC=C1)C(=O)N[C@@H]1C[C@H](C1)OC1=CC=C(C=C1)F